[Cl-].[Cl-].C[SiH](C)[Zr+2](C1C(=CC2=C(C=CC=C12)C1=CC2=CC=CC=C2C=C1)C)C1C(=CC2=C(C=CC=C12)C1=CC2=CC=CC=C2C=C1)C Dimethylsilyl-bis(2-methyl-4-(2-naphthyl)-1-indenyl)zirconium dichloride